CNC1=CC(=NC=C1)C=1C(=CC=2N(N1)C=CC2)C#N [4-(methylamino)-2-pyridinyl]Pyrrolo[1,2-b]Pyridazine-3-carbonitrile